(1-(7-methoxy-2-methylquinolin-5-yl)cyclopropyl)benzamide COC1=CC(=C2C=CC(=NC2=C1)C)C1(CC1)C1=C(C(=O)N)C=CC=C1